ClC1=C(C=C(C(=O)NCC2=CC(=C(C=C2)F)F)C(=C1)F)C(=O)NC1=NC=C(C=C1C)N1CCOCC1 4-chloro-N1-(3,4-difluorobenzyl)-6-fluoro-N3-(3-methyl-5-morpholinopyridin-2-yl)isophthalamide